3-[2-amino-6-(1-{[6-(1-hydroxycyclopentyl)-2-pyridinyl]methyl}-1H-1,2,3-triazol-4-yl)-4-pyrimidinyl]-2-fluorobenzonitrile NC1=NC(=CC(=N1)C=1C(=C(C#N)C=CC1)F)C=1N=NN(C1)CC1=NC(=CC=C1)C1(CCCC1)O